FC(C=1C(=C(C=CC1)[C@@H](C)NC=1C=2C(N=C(N1)C)=CC(N(C2)N2CCNCC2)=O)F)F 4-[[(1R)-1-[3-(difluoromethyl)-2-fluoro-phenyl]ethyl]amino]-2-methyl-6-piperazin-1-yl-pyrido[4,3-d]pyrimidin-7-one